5-[2-(cyclopropylmethoxy)-5-ethylsulfonylphenyl]-3-ethynyl-1-methylpyridin-2-one C1(CC1)COC1=C(C=C(C=C1)S(=O)(=O)CC)C=1C=C(C(N(C1)C)=O)C#C